ClC1=CC2=C(N=CN(C2=O)[C@H](CO)C)C(=N1)C=1C=NC=CC1 (S)-6-chloro-3-(1-hydroxy-prop-2-yl)-8-(pyridin-3-yl)pyrido[3,4-d]pyrimidin-4(3H)-one